3-(4-cyano-3-chloroanilino)-2,4-difluoroanthraquinone C(#N)C1=C(C=C(NC=2C(=CC=3C(C4=CC=CC=C4C(C3C2F)=O)=O)F)C=C1)Cl